NC1=C(C=2C(=NC=3N(C2)C=CN3)N1C1=C(C(=CC=C1C)O)C)C(=O)N 7-amino-8-(3-hydroxy-2,6-dimethylphenyl)-8H-imidazo[1,2-a]pyrrolo[2,3-d]pyrimidine-6-carboxamide